ClC1=CC=C(C[C@@H]2N(C[C@@H]3COCCN3C2)C2CCC(CC2)C2=NN(C(=C2)C)C)C=C1 (7S,9aR)-7-(4-Chlorobenzyl)-8-(4-(1,5-dimethyl-1H-pyrazol-3-yl)cyclohexyl)octahydropyrazino[2,1-c][1,4]oxazin